(3-(2,6-dimethylbenzyl)-2-methyl-5-(6-methyl-7-oxo-6,7-dihydro-1H-pyrrolo[2,3-c]pyridin-4-yl)-3H-imidazo[4,5-b]pyridin-7-yl)ethylsulfonamide CC1=C(CN2C(=NC=3C2=NC(=CC3CCS(=O)(=O)N)C=3C2=C(C(N(C3)C)=O)NC=C2)C)C(=CC=C1)C